C1(CC1)NC=1C2=C(N=C(N1)C1=C(C(=CC(=C1Cl)OC)OC)Cl)C=NC(=C2)N[C@H]2[C@H](COC2)NC(C=C)=O N-((3R,4S)-4-((4-(cyclopropylamino)-2-(2,6-dichloro-3,5-dimethoxyphenyl)pyrido[3,4-d]pyrimidin-6-yl)amino)tetrahydrofuran-3-yl)acrylamide